ethyl-sec-butyl sulfone C(C)S(=O)(=O)C(C)CC